[Na+].[K+].C(C1=CC=CC=C1)C(C(=O)[O-])(C(=O)[O-])C 2-benzyl-2-methylmalonic acid potassium sodium salt